3-(trifluoromethoxy)phenoxyl-1H-imidazole-5-carboxylate FC(OC=1C=C(ON2C=NC=C2C(=O)[O-])C=CC1)(F)F